3-tert-butyl-4-[[5-(2-oxo-1H-imidazo[4,5-b]pyridin-3-yl)-2-pyridinyl]oxy]benzonitrile C(C)(C)(C)C=1C=C(C#N)C=CC1OC1=NC=C(C=C1)N1C(NC=2C1=NC=CC2)=O